N1(CCCCC1)C(C)C1=CC=C(O1)\C(\C(\C)=N\NC(NCC)=S)=N/NC(NCC)=S (2Z,2'E)-2,2'-(1-(5-(1-(piperidin-1-yl)ethyl)furan-2-yl)propane-1,2-diylidene)bis(N-ethylhydrazine-1-carbothioamide)